N-(2-allyl-6-methoxypyridin-3-yl)-2-((2-(but-3-en-1-yl)-4-fluorophenyl)amino)-5-(trifluoromethyl)nicotinamide C(C=C)C1=NC(=CC=C1NC(C1=C(N=CC(=C1)C(F)(F)F)NC1=C(C=C(C=C1)F)CCC=C)=O)OC